4-[9-(4-chloro-2-fluoro-phenyl)-2,3-dimethyl-4-oxo-pyrazino[1,2-a]pyrimidin-7-yl]tetrahydropyran-2-carbonitrile ClC1=CC(=C(C=C1)C1=NC(=CN2C1=NC(=C(C2=O)C)C)C2CC(OCC2)C#N)F